3-(3-Nitrophenyl)-7-(1H-pyrrole-2-carbonyl)-N-(p-tolyl)-5,6,7,8-tetrahydroimidazo[1,5-a]Pyrazine-1-carboxamide [N+](=O)([O-])C=1C=C(C=CC1)C1=NC(=C2N1CCN(C2)C(=O)C=2NC=CC2)C(=O)NC2=CC=C(C=C2)C